C(C)(C)(C)OC(=O)NCC(=O)O.ON1C(CCC1=O)=O N-hydroxy-2,5-dioxopyrrolidine tert-butoxycarbonylglycinate